2-((methylsulfonyl) oxy)-3,3-diphenylpropyl 5-hydroxy-4-oxo-1-((2-(trimethylsilyl) ethoxy) methyl)-1,4-dihydropyridazine-3-carboxylate OC=1C(C(=NN(C1)COCC[Si](C)(C)C)C(=O)OCC(C(C1=CC=CC=C1)C1=CC=CC=C1)OS(=O)(=O)C)=O